C1(CC1)C(=O)NC1=NC=C(C(=O)NOC)C(=C1)NC1=C(C(=CC=C1)C1=NOC(=N1)C)OC 6-(cyclopropanecarboxamido)-N-methoxy-4-((2-methoxy-3-(5-methyl-1,2,4-oxadiazol-3-yl)phenyl)amino)nicotinamide